2-(methacryloyloxy)ethyl-trimethylammonium bromine [Br+].C(C(=C)C)(=O)OCC[N+](C)(C)C